(3aR,5s,6aS)-N-(6-chloropyridazin-3-yl)-2-((2,2-dimethyltetrahydro-2H-pyran-4-yl)methyl-d2)octahydrocyclopenta[c]pyrrol-5-amine ClC1=CC=C(N=N1)NC1C[C@@H]2[C@@H](CN(C2)C([2H])([2H])C2CC(OCC2)(C)C)C1